FC1(C(CN(CC1)CC1=C2C(=NC=3C=C(C(=CC13)C)F)C1=CC3=C(C(N1C2)=O)COC([C@]3(O)CC)=O)CO)F (4S)-11-((4,4-difluoro-3-(hydroxymethyl)piperidin-1-yl)-methyl)-4-ethyl-8-fluoro-4-hydroxy-9-methyl-1,12-dihydro-14H-pyrano[3',4':6,7]indolizino-[1,2-b]quinoline-3,14(4H)-dione